isopropyl cyclohexane-carboxylate C1(CCCCC1)C(=O)OC(C)C